C(C)(C)(C)OC(=O)N1CCN(CC1)C1=CC=C(C=C1)OC(F)(F)F 4-(4-(trifluoromethoxy)phenyl)piperazine-1-carboxylic acid tert-butyl ester